FC=1C(=CC=C2C(=NC(=NC12)OCC12CCCN2CCC1)N1C[C@H]2CC[C@@H](C1)N2C(CCCN2C=NC=C2)=O)C2=CC(=CC1=CC=CC=C21)O 1-((1R,5S)-3-(8-fluoro-7-(3-hydroxynaphthalen-1-yl)-2-((tetrahydro-1H-pyrrolizin-7a(5H)-yl)methoxy)quinazolin-4-yl)-3,8-diazabicyclo[3.2.1]octan-8-yl)-4-(1H-imidazol-1-yl)butan-1-one